(14E)-23,29-Difluoro-10-hydroxy-6-(3-iodophenyl)-6-methyl-25-oxa-3,12,20,31-tetrazapentacyclo[24.3.1.12,5.016,24.017,21]hentriaconta-1(30),2,4,14,16,18,21,23,26,28-decaen-13-one FC=1C=C2NC=CC2=C2/C=C/C(NCC(CCCC(C3=CN=C(C=4C(=CC=C(OC12)C4)F)N3)(C)C3=CC(=CC=C3)I)O)=O